C(C1=CC=CC=C1)N1N=CC(=C1)C=1C(=CC(N(C1)C)=O)ONC 5-(1-benzyl-1H-pyrazol-4-yl)-1-methyl-4-((methylamino)oxy)pyridin-2(1H)-one